COC(C[C@@H](C(CF)=O)NC(=O)OC(C)(C)C)=O (3S)-3-[[tert-butoxycarbonyl]amino]-5-fluoro-4-oxo-pentanoic acid methyl ester